3-(2-fluoro-3-((N-methylsulfamoyl)methyl)benzyl)-2-oxo-3,4-dihydro-2H-benzo[e][1,3]oxazin-7-yl dimethylcarbamate CN(C(OC1=CC2=C(CN(C(O2)=O)CC2=C(C(=CC=C2)CS(NC)(=O)=O)F)C=C1)=O)C